N-(2-fluoro-5-(trifluoromethyl)phenyl)-4-(2-(methylthio)-8,9-dihydroimidazo[1',2':1,6]pyrido[2,3-d]pyrimidin-6-yl)benzamide FC1=C(C=C(C=C1)C(F)(F)F)NC(C1=CC=C(C=C1)C1=CC2=C(N=C(N=C2)SC)N2C1=NCC2)=O